1-Spiro[3.3]hept-2-yl-3-{(S)-1-[3-(2,2,2-trifluoro-ethoxy)-phenyl]-ethyl}-urea C1C(CC12CCC2)NC(=O)N[C@@H](C)C2=CC(=CC=C2)OCC(F)(F)F